4-fluoro-2-[(1S,2S)-2-methoxycyclohexyloxy]-1-nitro-benzene FC1=CC(=C(C=C1)[N+](=O)[O-])O[C@@H]1[C@H](CCCC1)OC